OC1=NC=2N(C=C1NC(=O)N1CCC=3C1=NC=CC3N3C[C@H](N([C@H](C3)C)C(=O)OC(C)(C)C)C)C=C(N2)C tert-butyl (2R,6S)-4-(1-((7-hydroxy-2-methylimidazo[1,2-a]pyrimidin-6-yl)carbamoyl)-2,3-dihydro-1H-pyrrolo[2,3-b]pyridin-4-yl)-2,6-dimethylpiperazine-1-carboxylate